CN1CC2(C1)CC(C2)N(C([O-])=O)C=2N=CC1=CC(=C(C=C1C2)C=2C=NC=1CCCNC1C2C)F 2-Methyl-2-azaspiro[3.3]heptan-6-yl-(7-fluoro-6-(4-methyl-5,6,7,8-tetrahydro-1,5-naphthyridin-3-yl)isochinolin-3-yl)carbamat